BrC1=C(C(=C(C(=C1C1=C(C(=C(C(=C1Br)Br)Br)Br)Br)Br)Br)Br)Br decabromobiphenyl